2-Octyl-benzimidazole C(CCCCCCC)C=1NC2=C(N1)C=CC=C2